N-(2,5-dimethyl-[1,2,4]triazolo[1,5-a]pyrimidin-6-yl)-4-((3R,5S)-3,5-dimethylpiperazin-1-yl)-2,3-dihydro-1H-pyrrolo[2,3-b]pyridine-1-carboxamide formate C(=O)O.CC1=NN2C(N=C(C(=C2)NC(=O)N2CCC=3C2=NC=CC3N3C[C@H](N[C@H](C3)C)C)C)=N1